CS(=O)(=O)C(C)(C)C1=NN=C(O1)C1=C(NC2=CC=C(C=C2)C(F)(F)F)C=CC=C1 2-(5-(2-(methylsulfonyl)propan-2-yl)-1,3,4-oxadiazol-2-yl)-N-(4-(trifluoromethyl)phenyl)aniline